C(C)(C)C1CN(C1)C(=O)O[C@@H]1CC[C@H](CC1)C(N(C[C@@H]1CC[C@H](CC1)C1=NC(=C(C=C1)OC)C)C1=NC=CC(=C1)C=1N=C(OC1)C1CC1)=O trans-4-((4-(2-Cyclopropyloxazol-4-yl)pyridine-2-yl)((trans-4-(5-methoxy-6-methylpyridin-2-yl)cyclohexyl)methyl)carbamoyl)cyclohexyl 3-isopropylazetidine-1-carboxylate